(S)-N-((S)-1-cyano-2-(5-(3-methyl-2-oxo-2,3-dihydrobenzo[d]oxazol-5-yl)thiophen-2-yl)ethyl)-1,4-oxazepane-2-carboxamide C(#N)[C@H](CC=1SC(=CC1)C=1C=CC2=C(N(C(O2)=O)C)C1)NC(=O)[C@H]1OCCCNC1